1-(7-oxabicyclo[2.2.1]heptan-1-yl)prop-2-en-1-amine C12(CCC(CC1)O2)C(C=C)N